6-(4,5-Dimethyl-1H-imidazol-1-yl)nicotinaldehyde CC=1N=CN(C1C)C1=NC=C(C=O)C=C1